C=C(C)C1=C(C=CC=C1)N1C=NC2=CC=CC=C2C1=O 3-(2-(prop-1-en-2-yl)phenyl)quinazolin-4(3H)-one